N-(3-chloro-2-methylphenyl)-2-(methoxymethyl)-1-methyl-6-({[2-(trifluoromethyl)phenyl]carbonyl}amino)-1H-benzoimidazole-4-carboxamide ClC=1C(=C(C=CC1)NC(=O)C1=CC(=CC=2N(C(=NC21)COC)C)NC(=O)C2=C(C=CC=C2)C(F)(F)F)C